2-[4-{5-chloro-2-[4-(difluoromethyl)-1H-imidazol-1-yl] phenyl}-5-methoxy-2-oxopyridin-1(2H)-yl]-4-methoxybutyrate hydrochloride Cl.ClC=1C=CC(=C(C1)C1=CC(N(C=C1OC)C(C(=O)O)CCOC)=O)N1C=NC(=C1)C(F)F